N-((4S,5S)-3-((R)-1-aminoethyl)-7-ethyl-4-(4-fluorophenyl)-6-oxo-1-phenyl-4,5,6,7-tetrahydro-1H-pyrazolo[3,4-b]pyridin-5-yl)-3-(trifluoromethyl)benzamide N[C@H](C)C1=NN(C=2N(C([C@H]([C@H](C21)C2=CC=C(C=C2)F)NC(C2=CC(=CC=C2)C(F)(F)F)=O)=O)CC)C2=CC=CC=C2